(1SR,2SR)-ethyl 2-(3-(tert-butyl(methyl)carbamoyl)-1-(3,5-dichlorophenyl)-7-methoxy-1,4-dihydrochromeno[4,3-c]pyrazol-8-yl)cyclopropanecarboxylate C(C)(C)(C)N(C(=O)C=1C2=C(N(N1)C1=CC(=CC(=C1)Cl)Cl)C=1C=C(C(=CC1OC2)OC)[C@@H]2[C@H](C2)C(=O)OCC)C |r|